O=C1N(C(C2=CC=CC=C12)=O)OCCOCCOCCOCC=O 2-(2-(2-(2-((1,3-Dioxoisoindolin-2-yl)oxy)ethoxy)ethoxy)ethoxy)acetaldehyde